ClC=1C=2C(N=C3N(C2C=CC1)C1=CC(=CC=C1C31CCCCC1)C1CCN(CC1)CCCCC(=O)N1CCN(CC1)C=1C=C(C=CC1F)N1C(CCCC1=O)=O)=O (3-(4-(5-(4-(4'-chloro-5'-oxo-5'H-spiro[cyclohexane-1,7'-indolo[1,2-a]quinazolin]-10'-yl)piperidin-1-yl)pentanoyl)piperazin-1-yl)-4-fluorophenyl)piperidine-2,6-dione